ClC=1C=C(C=C(C1OC1=CC2=C(N(N=N2)C)C=C1)F)NC=1C2=C(N=CN1)C=CC(=N2)N2C[C@H](N(CC2)C(C=C)=O)C (R)-1-(4-(4-((3-chloro-5-fluoro-4-((1-methyl-1H-benzo[d][1,2,3]triazol-5-yl)oxy)phenyl)amino)pyrido[3,2-d]pyrimidin-6-yl)-2-methylpiperazin-1-yl)prop-2-en-1-one